Ethyl 5-bromo-1-[(1S,2S)-1-cyano-2-methylcyclopropyl]indole-2-carboxylate BrC=1C=C2C=C(N(C2=CC1)[C@@]1([C@H](C1)C)C#N)C(=O)OCC